C(C)(C)(C)OC(=O)NC1=CC=C(C=C1)C=1N=C(SC1)C(=O)N[C@@H](CO)C(=O)O (4-(4-((tert-butoxycarbonyl)amino)phenyl)thiazole-2-carbonyl)-L-serine